4-(2-chlorophenyl)-1-(dimethylamino)-6-(trifluoromethyl)-3H-pyridine ClC1=C(C=CC=C1)C1CCN(C(=C1)C(F)(F)F)N(C)C